CC1=CC=C(C=C1)S(=O)(=O)O.N[C@H](C(=O)OC)C[C@H]1C(NCC1)=O methyl (S)-2-amino-3-((S)-2-oxopyrrolidin-3-yl)propanoate 4-methylbenzenesulfonate